C(C)(C)(C)OC(CCCOC1=C(C(=C(C=C1)C1=CC=CC=C1)F)COC(=O)N1CC2(CC1C)NC(COC2)=O)=O.NCC(CC[Si](OC)(OC)C)C 4-amino(3-methylbutyl)methyldimethoxysilane ({[(tert-butoxy)-4-oxobutoxy]-2-fluoro-[1,1'-biphenyl]-3-yl}methyl)-3-methyl-7-oxo-9-oxa-2,6-diazaspiro[4.5]decane-2-carboxylate